2-((tert-butyldimethylsilyloxy)ethyl)-2-isopropylpyridin-3-amine [Si](C)(C)(C(C)(C)C)OCCC1(NC=CC=C1N)C(C)C